(E)-N-(5-(4-(4-(3-(dimethylphosphoryl)acryloyl)piperazin-1-yl)quinazolin-6-yl)-2-methoxypyridin-3-yl)-2,4-difluorobenzenesulfonamide CP(=O)(C)/C=C/C(=O)N1CCN(CC1)C1=NC=NC2=CC=C(C=C12)C=1C=C(C(=NC1)OC)NS(=O)(=O)C1=C(C=C(C=C1)F)F